IC1=CC(=CC=C1)S(=O)(=O)C1=CC=C(C=C1)[N+](=O)[O-] iodo-3-((4-nitrophenyl)sulfonyl)benzene